2-(4-bromo-2-hydroxyphenyl)acetic acid BrC1=CC(=C(C=C1)CC(=O)O)O